(2-methoxy-6-(methylcarbamoyl)pyridin-3-yl)carbamic acid tert-butyl ester C(C)(C)(C)OC(NC=1C(=NC(=CC1)C(NC)=O)OC)=O